C(C)(C)(C)OC([C@H](C)NC([C@H](C)NC(C(=O)O)CCCC=O)=O)=O (((S)-1-(((S)-1-(tert-butoxy)-1-oxopropan-2-yl)amino)-1-oxopropan-2-yl)amino)-6-oxohexanoic acid